Br.COC(CC)=O propionic acid methyl ester HBr salt